butyl-(toluene) C(CCC)CC1=CC=CC=C1